FC(C12CCCC(C1)C2)(C2=C(C=CC(=C2)OC)F)F 1-(difluoro(2-fluoro-5-methoxyphenyl)methyl)bicyclo[3.1.1]heptane